ClC1=C(C(=O)NC2=NC=CC=C2)C=CC=C1 2-chloro-N-(pyridin-2-yl)benzamid